3-((tert-butoxycarbonyl)amino)-4-(2,4,5-trifluorophenyl)butanoic acid C(C)(C)(C)OC(=O)NC(CC(=O)O)CC1=C(C=C(C(=C1)F)F)F